ethyl 3-{[2-(3-bromophenyl)quinazolin-4-yl](2-phenylethyl)amino}propanoate BrC=1C=C(C=CC1)C1=NC2=CC=CC=C2C(=N1)N(CCC(=O)OCC)CCC1=CC=CC=C1